CN1N=CC2=C(C=CC=C12)C=1C=C(C=CC1)C1=C(N=CO1)CO (5-(3-(1-Methyl-1H-indazol-4-yl)phenyl)oxazol-4-yl)methanol